FC1=C(CN2C(=NC(=C2)C(=O)N)C)C=CC(=C1)N1N=C2N(C1=O)C(CC2)C2=CC=CC=C2 1-(2-fluoro-4-(3-oxo-5-phenyl-6,7-dihydro-3H-pyrrolo[2,1-c][1,2,4]triazol-2(5H)-yl)benzyl)-2-methyl-1H-imidazole-4-carboxamide